diphenyl-(4-vinylphenyl)phosphine oxide C1(=CC=CC=C1)P(C1=CC=C(C=C1)C=C)(C1=CC=CC=C1)=O